racemic-6,7-dimethoxy-2-methyl-N-[1-(4-{2-[(methylamino)methyl]phenyl}thiophen-2-yl)ethyl]quinazolin-4-amine COC=1C=C2C(=NC(=NC2=CC1OC)C)N[C@H](C)C=1SC=C(C1)C1=C(C=CC=C1)CNC |r|